CC1=CC=CC(=N1)C1=C(C=NN1)C=1C=CC=2N(C1)N=C(N2)NC(=O)NC=2C=NC=CC2 1-[6-[5-(6-methyl-2-pyridyl)-1H-pyrazol-4-yl]-[1,2,4]triazolo[1,5-a]pyridin-2-yl]-3-(3-pyridyl)urea